COC1=C(C=CC(=C1)C)[C@H](C)NC([C@H](C)N1N=NC2=C(C1=O)C=CC=C2)=O (S)-N-((S)-1-(2-methoxy-4-methylphenyl)ethyl)-2-(4-oxo-benzo[d][1,2,3]triazin-3(4H)-yl)propanamide